N1=C(C=CC2=CC=CC=C12)COC1=CC=C(C=C1)C(CCC(=O)O)(C)C1=CC=C(C=C1)OCC1=NC2=CC=CC=C2C=C1 4,4-bis[4-(2-quinolinylmethoxy)phenyl]pentanoic acid